ClC=1C(=C(C=CC1)C(C)NC1CC1)F N-[1-(3-chloro-2-fluorophenyl)ethyl]cyclopropylamine